tert-butyl-6-(4-nitrophenyl)-2,6-diazaspiro[3.3]heptane-2-carboxylate C(C)(C)(C)OC(=O)N1CC2(C1)CN(C2)C2=CC=C(C=C2)[N+](=O)[O-]